COC(CCCCCCCCCCC\C=C/CC)=O (Z)-13-hexadecenoic acid methyl ester